CN(CCN1C=CN2N=CC(=C21)C(=O)N2CC1(C2)CC(C1)NC(=O)NC1=CC(=CC=C1)C(F)(F)F)C 1-(2-(1-(2-(dimethylamino)ethyl)-1H-imidazo[1,2-b]pyrazole-7-carbonyl)-2-azaspiro[3.3]heptan-6-yl)-3-(3-(trifluoromethyl)phenyl)urea